2-chloro-4-(pentafluoro-λ6-sulfaneyl)aniline ClC1=C(N)C=CC(=C1)S(F)(F)(F)(F)F